3-fluoro-N-(5-methyl-1',2',3',6'-tetrahydro-[3,4']bipyridinyl-6-yl)-4-(1,2,3,6-tetrahydro-pyridin-4-yl)-benzamide FC=1C=C(C(=O)NC2=C(C=C(C=N2)C=2CCNCC2)C)C=CC1C=1CCNCC1